C[C@H](CN[C@@H]([C@H]1CNC2=C(N1)N=CC=C2)C2=CC=CC=C2)C=2C=C(C=CC2)C2(CC2)C(=O)O [3-[(1S)-1-methyl-2-[[(R)-phenyl-[(3R)-1,2,3,4-tetrahydropyrido[2,3-b]pyrazin-3-yl]methyl]amino]ethyl]phenyl]cyclopropanecarboxylic acid